N1=C(N2CCCC3=CC=CC1=C23)CN(CCCCN)C2CCCC=3C=CC=NC23 N1-(5,6-dihydro-4H-imidazo[4,5,1-ij]quinolin-2-ylmethyl)-N1-(5,6,7,8-tetrahydro-quinolin-8-yl)-butane-1,4-diamine